(S)-tert-butyl (1-(4-(4-fluorophenyl)-1H-imidazol-2-yl)but-3-en-1-yl)carbamate FC1=CC=C(C=C1)C=1N=C(NC1)[C@H](CC=C)NC(OC(C)(C)C)=O